tert-butyl (S)-(1-phenyl-3-(2,2,5-trimethyl-4,6-dioxo-1,3-dioxan-5-yl)propan-2-yl)carbamate C1(=CC=CC=C1)C[C@@H](CC1(C(OC(OC1=O)(C)C)=O)C)NC(OC(C)(C)C)=O